CC(C)(S(=O)NCC1=NC=CC(=C1)C1=C2C=CN(C2=CC(=C1)COC1=C(C=CC(=C1)OC)CC(=O)OCC)C(C)C)C ethyl 2-(2-((4-(2-((1,1-dimethylethylsulfinamido)methyl)pyridin-4-yl)-1-isopropyl-1H-indol-6-yl)methoxy)-4-methoxyphenyl)acetate